24Trans-tert-butyl 3-(3-([1,1'-biphenyl]-3-yl)-1-methyl-1H-pyrazol-5-yl)-4-methyl-pyrrolidine-1-carboxylate C1(=CC(=CC=C1)C1=NN(C(=C1)C1CN(CC1C)C(=O)OC(C)(C)C)C)C1=CC=CC=C1